ClC1=CC(=C(C=C1)C1=C(N(N=N1)C)CN1N=CC(=CC1=O)C=1C=NC(=CC1)OC)F 2-[[5-(4-chloro-2-fluoro-phenyl)-3-methyl-triazol-4-yl]methyl]-5-(6-methoxy-3-pyridinyl)pyridazin-3-one